7-(5-Fluoro-2-pyridyl)-N-[(3-methyl-1,2,4-oxadiazol-5-yl)methyl]-4-tetrahydropyran-4-yl-phthalazin-1-amine FC=1C=CC(=NC1)C1=CC=C2C(=NN=C(C2=C1)NCC1=NC(=NO1)C)C1CCOCC1